3-(4-(6-Azabicyclo[3.1.1]heptane-3-yl)-5,6,7-trifluoro-1-oxoisoindoline-2-yl)piperidine C12CC(CC(N1)C2)C2=C1CN(C(C1=C(C(=C2F)F)F)=O)C2CNCCC2